7-bromo-4-chloro-1-[(4-fluoro-3-methoxyphenyl)methyl]pyrido[3,2-d]pyrimidin-2(1H)-one BrC1=CC=2N(C(N=C(C2N=C1)Cl)=O)CC1=CC(=C(C=C1)F)OC